ClC1=NC(=NN2C1=C(C(=C2)C2=CC=CC=C2)C2=CC=CC=C2)C=2N(C=CN2)C D-4-chloro-2-(1-methyl-1H-imidazol-2-yl)-5,6-diphenylpyrrolo[2,1-f][1,2,4]triazine